hexahydro-4,7-methanoisobenzofuran C1OCC2C3CCC(=C12)C3